C(CCCCCCCC1C(CCCCCC)O1)(=O)OC(CO)CO 1,3-dihydroxyprop-2-yl 9,10-epoxyhexadecanoate